C(C)OC1=C(C(=CC(=C1)CN1CCC2(CC(C2)C2=C(C=CC(=C2)OC(F)(F)F)S(=O)(=O)N)CC1)OCC)C1=CC=C(C=C1)F (7-((2,6-diethoxy-4'-fluoro-[1,1'-biphenyl]-4-yl)methyl)-7-azaspiro[3.5]non-2-yl)-4-(trifluoromethoxy)benzenesulfonamide